tert-butyl (4S)-4-[3-amino-3-(5-bromo-2-pyridyl)propyl]-2,2-dimethyl-pyrrolidine-1-carboxylate NC(CC[C@H]1CC(N(C1)C(=O)OC(C)(C)C)(C)C)C1=NC=C(C=C1)Br